1-octyl pentyl ether C(CCCC)OCCCCCCCC